N-[4-[3-[2-Hydroxy-4-(3-methylbut-2-enoxy)phenyl]-3-oxoprop-1-enyl]phenyl]acetamide OC1=C(C=CC(=C1)OCC=C(C)C)C(C=CC1=CC=C(C=C1)NC(C)=O)=O